(4-methyl-1,1-dioxidotetrahydro-2H-thiopyran-4-yl)-5-((3-(2,2,2-trifluoroethoxy)pyridin-2-yl)oxy)pyrazolo[1,5-a]pyridine-2-carboxamide CC1(CCS(CC1)(=O)=O)C=1C(=NN2C1C=C(C=C2)OC2=NC=CC=C2OCC(F)(F)F)C(=O)N